[3-methoxy-4-[(1R)-1-methylpropoxy]phenyl]methanone COC=1C=C(C=CC1O[C@@H](CC)C)C=O